[C@H]12CN(C[C@H](CC1)N2)C2=NC(=NC1=C(C(=CC=C21)C2=CC(=CC1=CC=CC=C21)O)F)N2CC(CC2)(CNC)CC#N 2-(1-(4-((1R,5S)-3,8-diazabicyclo[3.2.1]octan-3-yl)-8-fluoro-7-(3-hydroxynaphthalen-1-yl)quinazolin-2-yl)-3-((methylamino)methyl)pyrrolidin-3-yl)acetonitrile